N12CC(C(CC1)CC2)CC(C)C2=CSC(=C2)C2=CC=C(C=C2)F Quinuclidin-3-yl-2-(5-(4-fluorophenyl)thiophen-3-yl)propan